1-((2-(trimethylsilyl)ethoxy)methyl)-1H-pyrazolo[3,4-b]pyridine-5-carboxylic acid C[Si](CCOCN1N=CC=2C1=NC=C(C2)C(=O)O)(C)C